OCC(CCC1=C(C(=O)O)C(=CC=C1)C)C1=CC=CC=C1 (4-hydroxy-3-phenylbutyl)-6-methylbenzoic acid